cis-4-((5-(8-Fluoroimidazo[1,2-a]pyridin-6-yl)-4-methoxy-7H-pyrrolo[2,3-d]pyrimidin-2-yl)amino)-1-methylcyclohexan-1-ol FC=1C=2N(C=C(C1)C1=CNC=3N=C(N=C(C31)OC)NC3CCC(CC3)(O)C)C=CN2